(3S,7R)-12-Methoxy-3-methyl-1,6,11-trioxo-N-(2,4,6-trifluorobenzyl)-1,4,5,6,7,11-hexahydro-3H-2,7-methanopyrido[1,2-a][1,4]diazonine-10-carboxamide COC=1C(C(=CN2C1C(N1[C@H](CCC([C@H]2C1)=O)C)=O)C(=O)NCC1=C(C=C(C=C1F)F)F)=O